CN1N=C(C=C1OC1=CC(=C(C=C1C)N\C=N\[H])C)C(F)(F)F (E)-N-[4-(1-methyl-3-trifluoromethyl-1H-pyrazol-5-yloxy)-2,5-dimethylphenyl]formamidine